6-[2-methoxy-6-(1H-pyrazol-4-yl)pyridin-3-yl]-N-methyl-N-(2,2,6,6-tetramethylpiperidin-4-yl)pyridazin-3-amine COC1=NC(=CC=C1C1=CC=C(N=N1)N(C1CC(NC(C1)(C)C)(C)C)C)C=1C=NNC1